C=C1CC(CC1)CO (3-Methylenecyclopentyl)methanol